(2S,5R)-4-(1-(2-bromo-4-fluorophenyl)ethyl)-2,5-diethylpiperazine-1-carboxylic acid tert-butyl ester C(C)(C)(C)OC(=O)N1[C@H](CN([C@@H](C1)CC)C(C)C1=C(C=C(C=C1)F)Br)CC